C(C=C)(=O)OCCCCCCOC1=CC=C(C=C1)C#CC1=CC=C(C(=O)OC2=CC(=C(C=C2)OC(C2=CC=C(C=C2)C#CC2=CC=C(C=C2)OCCCCCCOC(C=C)=O)=O)C=2SC3=C(N2)C=CC=C3)C=C1 [3-(1,3-benzothiazol-2-yl)-4-[4-[2-[4-(6-prop-2-enoyloxyhexoxy)phenyl]ethynyl]benzoyl]oxy-phenyl] 4-[2-[4-(6-prop-2-enoyloxyhexoxy)phenyl]ethynyl]benzoate